disodium hydrogenphosphate-L-ascorbic acid O=C1C(O)=C(O)[C@H](O1)[C@@H](O)CO.P(=O)(O)([O-])[O-].[Na+].[Na+]